1,3,6,8-tetrafluorocarbazole FC1=CC(=CC=2C3=CC(=CC(=C3NC12)F)F)F